CN1N=C(C(=C1)C=NO)C 1,3-dimethylpyrazole-4-formaldehyde oxime